methyl-piperidine-4-carboxylic acid tert-butyl ester C(C)(C)(C)OC(=O)C1CCN(CC1)C